OC=1C=C(C=CC1)SC=1N=NC=CC1C#N 3-[(3-hydroxyphenyl)sulfanyl]pyridazine-4-carbonitrile